1-(((2S,3S,4S)-3-ethyl-4-fluoro-5-oxotetrahydrofuran-2-yl)methoxy)-8-methyl-8,9-dihydrofuro[2,3-h]isoquinoline-6-carboxamide C(C)[C@H]1[C@H](OC([C@H]1F)=O)COC1=NC=CC2=CC(=C3C(=C12)CC(O3)C)C(=O)N